(((R)-1-(3-(difluoromethyl)-2-fluorophenyl)ethyl)amino)-3-methyl-7-(1-methylpiperidin-3-yl)pyrido[3,4-d]pyridazin-4(3H)-one FC(C=1C(=C(C=CC1)[C@@H](C)NC=1C2=C(C(N(N1)C)=O)C=NC(=C2)C2CN(CCC2)C)F)F